CC1(CC(CCC1)N)N 1-methylcyclohexane-1,3-diamine